3-([1,1':3',1''-terphenyl]-2'-yl-2,2'',3,3'',4,4'',5,5'',6,6''-d10)-1-(3-(tert-butyl)-5-(6-(2-hydroxyphenyl)-4-phenylpyridin-2-yl)phenyl)-1H-benzo[d]imidazol-3-ium C1(=C(C(=C(C(=C1[2H])[2H])[2H])[2H])[2H])C1=C(C(=CC=C1)C1=C(C(=C(C(=C1[2H])[2H])[2H])[2H])[2H])[N+]1=CN(C2=C1C=CC=C2)C2=CC(=CC(=C2)C2=NC(=CC(=C2)C2=CC=CC=C2)C2=C(C=CC=C2)O)C(C)(C)C